COC=1C=C(C=C(C1OC)OC)N1C([C@H]([C@@H]1C1=CC(=C(C=C1)OC)O)COC)=O (3R,4R)-1-(3,4,5-trimethoxyphenyl)-3-methoxymethyl-4-(3-hydroxy-4-methoxyphenyl)azetidin-2-one